(4-iodophenyl)(phenyl)iodonium triflate [O-]S(=O)(=O)C(F)(F)F.IC1=CC=C(C=C1)[I+]C1=CC=CC=C1